3-(2,6-dichloropyridin-4-yl)cyclobutan-1-ol ClC1=NC(=CC(=C1)C1CC(C1)O)Cl